4-methoxyl-formylphenyl-pinacol tert-butyl-4-(hydroxymethyl)-5-methoxy-7-methyl-1H-indole-1-carboxylate C(C)(C)(C)C=1N(C2=C(C=C(C(=C2C1)CO)OC)C)C(=O)O.O(C)C1=CC=C(C=C1)C(C(O)(C)C(C)(C)O)C=O